3-(pyrimidin-2-yl)isothiazole-5-carboxylic acid N1=C(N=CC=C1)C1=NSC(=C1)C(=O)O